CN1N=CC(=C1)CC(=O)NC=1SC(=NN1)C1CN(CCC1)C=1N=NC(=CC1)NC(CC1=CC(=CC=C1)OC(F)(F)F)=O 2-(1-Methyl-1H-pyrazol-4-yl)-N-(5-(1-(6-(2-(3-(trifluoromethoxy)phenyl)acetamido)pyridazin-3-yl)piperidin-3-yl)-1,3,4-thiadiazol-2-yl)acetamide